FC(C)(F)C1=NC=C(C(=C1)C1=NN(C=2C[C@@H](CCC12)C(=O)NC1(CCS(CC1)(=O)=O)C)C(C)C)F (R)-3-(2-(1,1-difluoroethyl)-5-fluoropyridin-4-yl)-1-isopropyl-N-(4-methyl-1,1-dioxidotetrahydro-2H-thiopyran-4-yl)-4,5,6,7-tetrahydro-1H-indazole-6-carboxamide